NC1=NC=C(C=C1C(=O)N[C@@H]1[C@H](CCC1)OCC1=CC=C(C=C1)C=1C=C2CC[C@@H](C2=CC1)N1CCN(CC1)CC(CO)O)C=1C=NN(C1)C 2-amino-N-{(1S,2S)-2-[(4-{(1S)-1-[4-(2,3-dihydroxypropyl)piperazin-1-yl]-2,3-dihydro-1H-inden-5-yl}phenyl)methoxy]cyclopentyl}-5-(1-methyl-1H-pyrazol-4-yl)pyridine-3-carboxamide